(S)-1-(3-(2-(6-((3R,5R)-3-Amino-5-fluoropiperidine-1-carbonyl)-4-methoxy-3-methylpyrazolo[1,5-a]pyridin-2-yl)-1-(cyclopropylmethyl)-1H-indol-7-yl)azetidin-1-yl)-2-methoxypropan-1-one N[C@H]1CN(C[C@@H](C1)F)C(=O)C=1C=C(C=2N(C1)N=C(C2C)C=2N(C1=C(C=CC=C1C2)C2CN(C2)C([C@H](C)OC)=O)CC2CC2)OC